(S)-(2-(2-chlorophenyl)-1-(1-(difluoromethyl)-1H-pyrazol-3-yl)ethyl)carbamic acid tert-butyl ester C(C)(C)(C)OC(N[C@@H](CC1=C(C=CC=C1)Cl)C1=NN(C=C1)C(F)F)=O